O1CC(C1)N1N=CC2=CC=C(C=C12)CO (1-(oxetan-3-yl)-1H-indazol-6-yl)methanol